6-[[4-[[(1S)-2-hydroxy-1-phenyl-ethyl]amino]-5-(1H-1,2,4-triazol-5-yl)pyrimidin-2-yl]amino]-1,1-dioxo-3,4-dihydro-2H-thiochromen-4-ol OC[C@H](C1=CC=CC=C1)NC1=NC(=NC=C1C1=NC=NN1)NC=1C=C2C(CCS(C2=CC1)(=O)=O)O